C(C)S(=O)(=O)C=1C(=NC=C(C1)C(F)(F)F)C=1SC2=NC=C(C=C2N1)C(F)(F)F 2-(3-ethylsulfonyl-5-trifluoromethylpyridin-2-yl)-6-(trifluoromethyl)thiazolo[5,4-b]pyridine